N(=C=O)CCOCCOCCOC 1-[2-(2-isocyanato-ethoxy)-ethoxy]-2-methoxy-ethane